methyl (2S)-2-[[(2S)-2-[(6-chloro-7-fluoro-1H-indole-2-carbonyl)amino]-3-cyclopropyl-propanoyl]amino]-3-[(3S)-2-oxo-3-piperidyl]propanoate ClC1=CC=C2C=C(NC2=C1F)C(=O)N[C@H](C(=O)N[C@H](C(=O)OC)C[C@H]1C(NCCC1)=O)CC1CC1